6-(3,5-dimethoxybenzyl)-3-(2-methylpropyl)-8-(morpholin-4-yl)pyrido[2,3-d][1,2,4]triazolo[4,3-b]pyridazine COC=1C=C(CC=2C3=C(C=4N(N2)C(=NN4)CC(C)C)N=CC(=C3)N3CCOCC3)C=C(C1)OC